1-(Carboxymethyl)pyridine hydrochloride Cl.C(=O)(O)CN1CC=CC=C1